CC1=C(C(=O)OCC(=O)COC(C2=C(C=CC=C2C)C)=O)C(=CC=C1)C 2,6-dimethylbenzoyloxymethyl ketone